C(C)C=1N=C(NC1C(=O)O)CCC 4-ethyl-2-propyl-1H-imidazole-5-carboxylic acid